butyl vinyl thioether C(=C)SCCCC